3-pyridinyl-ethanol N1=CC(=CC=C1)C(C)O